C(C=C)(=O)OC(CC(=O)O)(CC(=O)O)C(=O)O 2-acryloyloxy-1,2,3-tricarboxypropane